C(C1=CC=CC=C1)N1CC(C1)NC(=O)C=1C=C(C=CC1)[C@@H](CC[NH+]1CCC(CC1)C(=O)O)NC(=O)C=1SC2=NC=3CC[C@@H](CC3C=C2N1)C(C)(C)C 1-[(3R)-3-[3-[(1-benzylazetidin-3-yl)carbamoyl]phenyl]-3-[[(7S)-7-tert-butyl-5,6,7,8-tetrahydrothiazolo[5,4-b]quinoline-2-carbonyl]amino]propyl]piperidin-1-ium-4-carboxylic acid